COC(=O)C1=CC(=C(C2=CNN=C12)OC)C1=CN=CN1 5-(1H-imidazol-5-yl)-4-methoxy-2H-indazole-7-carboxylic acid methyl ester